C(C)(C)(C)OC(CC1=CC=C(C=C1)Cl)=O 2-(4-chlorophenyl)acetic acid tert-butyl ester